S1N=CC(=C1)C1=CC=2C(=NC=C(C2)C(=O)NC=2C(=NC=C(C2)NC(CN2[C@H](CCC2)C)=O)C)N1 (S)-2-(isothiazol-4-yl)-N-(2-methyl-5-(2-(2-methylpyrrolidin-1-yl)acetamido)pyridin-3-yl)-1H-pyrrolo[2,3-b]pyridine-5-carboxamide